C(C)(C)(C)OC(=O)N1C[C@H]([C@@H](C1)C1=CC=C(C=C1)C#N)COC1=CC=C2CN(C(C2=C1)=O)C(=O)OC(C)(C)C |r| (+/-)-tert-butyl 6-{[trans-1-(tert-butoxycarbonyl)-4-(4-cyanophenyl)pyrrolidin-3-yl]methoxy}-1-oxoisoindoline-2-carboxylate